(4,4-Difluoropyrrolidin-3-yl)-6-(6-(pyrazolo[1,5-b]pyridazin-3-yl)imidazo[1,2-b]pyridazin-3-yl)pyridin-2-amine FC1(C(CNC1)C=1C(=NC(=CC1)C1=CN=C2N1N=C(C=C2)C=2C=NN1N=CC=CC12)N)F